4-(3-bromo-4-oxo-2-(trifluoromethyl)-4H-pyrido[1,2-a]pyrimidin-9-yl)-N-(cyclopropylmethyl)-N-methylbenzamide BrC1=C(N=C2N(C1=O)C=CC=C2C2=CC=C(C(=O)N(C)CC1CC1)C=C2)C(F)(F)F